tert-butyl (R)-4-(2-((((9H-fluoren-9-yl)methoxy)carbonyl)amino)-3-(methylamino)-3-oxopropyl)piperidine-1-carboxylate C1=CC=CC=2C3=CC=CC=C3C(C12)COC(=O)N[C@H](CC1CCN(CC1)C(=O)OC(C)(C)C)C(=O)NC